2,6-bis(2,4-diethyloxyphenyl)-4-(4'-bis(4-pentyloxyphenyl)aminobiphenyl-4-yl)pyridine C(C)OC1=C(C=CC(=C1)OCC)C1=NC(=CC(=C1)C1=CC=C(C=C1)C1=CC=C(C=C1)N(C1=CC=C(C=C1)OCCCCC)C1=CC=C(C=C1)OCCCCC)C1=C(C=C(C=C1)OCC)OCC